7-methoxy-2-methyl-N4-((R)-1-(3-nitro-5-(trifluoromethyl)phenyl)ethyl)-N6-((S)-tetrahydrofuran-3-yl)quinazoline-4,6-diamine COC1=C(C=C2C(=NC(=NC2=C1)C)N[C@H](C)C1=CC(=CC(=C1)C(F)(F)F)[N+](=O)[O-])N[C@@H]1COCC1